[N+](=O)([O-])C1=CC=C(O1)CN1C(C=CC=C1)Br 1-((5-nitrofuran-2-yl)methyl)pyridylbromide